(4-(4-benzylpiperazine-1-yl)phenyl)(6-methoxybenzofuran-2-yl)methanone C(C1=CC=CC=C1)N1CCN(CC1)C1=CC=C(C=C1)C(=O)C=1OC2=C(C1)C=CC(=C2)OC